O1CCN(CC1)C1=C2C=C(N(C2=NC=N1)COCC[Si](C)(C)C)C1=CC=C(C=C1)NC=1C=NC(=NC1)N1CCC(CC1)NC(OC(C)(C)C)=O tert-butyl (1-{5-[p-(4-morpholino-1-{[2-(trimethylsilyl)ethoxy]methyl}-1H-1,5,7-triazainden-2-yl)phenylamino]-2-pyrimidinyl}-4-piperidyl)carbamate